amino-cyanofuroxan tert-butyl-(5-((4-((1-(tert-butyl)-3-((1S,3R)-3-((tert-butyldimethylsilyl)oxy)cyclopentyl)-1H-pyrazol-5-yl)amino)pyridin-2-yl)oxy)-2-methylpentan-2-yl)carbamate C(C)(C)(C)N(C(O)=O)C(C)(CCCOC1=NC=CC(=C1)NC1=CC(=NN1C(C)(C)C)[C@@H]1C[C@@H](CC1)O[Si](C)(C)C(C)(C)C)C.NC=1C(=[N+](ON1)[O-])C#N